BrC=1C(=NC(=NC1)NC=1C=C2CCN(C2=CC1OC)C1CCN(CC1)C)NC=1C(=C2N=CC=NC2=CC1)P(C)C (6-((5-bromo-2-((6-methoxy-1-(1-methylpiperidin-4-yl)indolin-5-yl)amino)pyrimidin-4-yl)amino)quinoxalin-5-yl)dimethylphosphine